BrC=1C=C(C=NC1)CN1C2=C(OCC1)C=CC=C2 4-((5-Bromopyridin-3-yl)methyl)-3,4-dihydro-2H-benzo[b]-[1,4]oxazine